C1(CC1)C=1N=NC(=CC1[C@@H]1[C@H](C1)C(C)C)C=1C(=NC(=NC1)OC)OC 3-cyclopropyl-6-(2,4-dimethoxypyrimidin-5-yl)-4-((1s,2r)-2-isopropylcyclopropyl)pyridazin